O=C(CC(=O)C[C@@H](O)[C@@H](O)[C@H](O)CO)C 2-deoxy-(2-oxopropyl)-galactose